methyl 4-[1-[(1-methylcyclopropyl)methyl]-1,2,4-triazol-3-yl]benzoate CC1(CC1)CN1N=C(N=C1)C1=CC=C(C(=O)OC)C=C1